6-chloro-2-[(tetrahydropyran-4-yl)methoxy]-N-[2-(trifluoromethyl)pyridin-4-yl]pyrimidine-4-carboxamide ClC1=CC(=NC(=N1)OCC1CCOCC1)C(=O)NC1=CC(=NC=C1)C(F)(F)F